pyridoxylamine nicotinate C(C1=CN=CC=C1)(=O)O.C(C=1C(CO)=CN=C(C)C1O)N